methyl-sulfamoyl chloride CNS(=O)(=O)Cl